C(C\C=C/CC)CC(=O)O.C(C)(=O)OC=CCCCC HEXENYL ACETATE CIS-(cis-hex-3-enyl-acetate)